1-(6-bromo-1H-indazol-3-yl)-5-fluoro-3-(4-methoxybenzyl)pyrimidine-2,4(1H,3H)-dione BrC1=CC=C2C(=NNC2=C1)N1C(N(C(C(=C1)F)=O)CC1=CC=C(C=C1)OC)=O